FC=1C=NN(C1)C1=CC=C(C=N1)CNC1=CC=C(C=N1)C=1C=2N(C=C(C1)OCC(C)(C)O)N=CC2C#N 4-(6-(((6-(4-fluoro-1H-pyrazol-1-yl)pyridin-3-yl)methyl)amino)pyridin-3-yl)-6-(2-hydroxy-2-methylpropoxy)pyrazolo[1,5-a]pyridine-3-carbonitrile